CC=1C(=NNC1)C1CN(CCC1)C(=O)N 3-(4-methyl-1H-pyrazol-3-yl)piperidine-1-carboxamide